FC1=C(C(=C(C=C1F)F)F)OC(C1=C(N=CC=C1)F)=O fluoronicotinic acid-2,3,5,6-tetrafluorophenyl ester